C1=C(C=CC=2C3=CC=CC=C3CC12)N (E)-9H-fluoren-2-amine